tert-Butyl 4-(4-((7-((R)-3-cyclohexyl-2-methylpropanoyl)-10-hydroxy-7-azaspiro[4.5]decan-10-yl)methyl)-5-oxo-4,5-dihydropyrazine-2-carbonyl)piperazine-1-carboxylate C1(CCCCC1)C[C@H](C(=O)N1CC2(CCCC2)C(CC1)(O)CN1C=C(N=CC1=O)C(=O)N1CCN(CC1)C(=O)OC(C)(C)C)C